FC(C(=O)[O-])(F)F.C(=O)(O)C1(CC1)C[NH2+]CC N-((1-carboxyl-cyclopropyl)methyl)ethylammonium trifluoroacetate